methyl (2S)-2-{[(E)-{2-chloro-4-fluoro-5-[3-methyl-2,6-dioxo-4-(trifluoromethyl)-3,6-dihydropyrimidin-1(2H)-yl]benzylidene} amino] oxy}propanoate ClC1=C(\C=N\O[C@H](C(=O)OC)C)C=C(C(=C1)F)N1C(N(C(=CC1=O)C(F)(F)F)C)=O